COC1=CC(C(=CC1=O)OC)=O 3,6-dimethoxybenzoquinone